(-)-N-(2-(methylamino)-2-phenylethyl)isoindoline-2-carboxamide hydrochloride Cl.CNC(CNC(=O)N1CC2=CC=CC=C2C1)C1=CC=CC=C1